8-methoxymethoxy-1,3,5-trimethyloctylmagnesium iodide COCOCCCC(CC(CC(C)[Mg]I)C)C